1,5-dimethyl-1H-pyrazole-4-carbohydrazide CN1N=CC(=C1C)C(=O)NN